C(C1=CC=CC=C1)OC1=CC(=C(C(=O)OCC)C=C1)[N+](=O)[O-] Ethyl 4-(benzyloxy)-2-nitrobenzoate